CC(C)(C)[S@@](=O)N[C@@H](C(F)(F)F)C1=CC=C(C=C1)OC(F)(F)F (R)-2-methyl-N-((R)-2,2,2-trifluoro-1-(4-(trifluoromethoxy)phenyl)ethyl)propane-2-sulfinamide